N-(3-bromophenyl)-2-((4-fluoro-2-methylphenyl)amino)-4-(trifluoromethyl)benzamide BrC=1C=C(C=CC1)NC(C1=C(C=C(C=C1)C(F)(F)F)NC1=C(C=C(C=C1)F)C)=O